2-(6-(((1R,3S,5S,6R)-6-fluoro-8-methyl-8-azabicyclo[3.2.1]octan-3-yl-1,5-d2)oxy)pyridazin-3-yl)-5-(1H-imidazol-1-yl)phenol F[C@H]1[C@@]2(C[C@H](C[C@](C1)(N2C)[2H])OC2=CC=C(N=N2)C2=C(C=C(C=C2)N2C=NC=C2)O)[2H]